C(CCCCCCCCCCC)(=O)OC[C@@H](O)CO 1-lauroyl-SN-glycerol